1-methyl-2-oxo-4-[4-(phenoxymethyl)piperidin-1-yl]-1,2-dihydroquinoline-3-carbonitrile CN1C(C(=C(C2=CC=CC=C12)N1CCC(CC1)COC1=CC=CC=C1)C#N)=O